COC1=C(C=NC=N1)C1=NC=C(C=N1)C(=O)N 6'-methoxy-[2,5'-bipyrimidine]-5-carboxamide